3-(4-(3,8-diazabicyclo[3.2.1]octan-3-yl)-6-chloro-2-(((2R,7aS)-2-fluorotetrahydro-1H-pyrrolizin-7a(5H)-yl)methoxy)quinazolin-7-yl)-4,5-bis(trifluoromethyl)aniline C12CN(CC(CC1)N2)C2=NC(=NC1=CC(=C(C=C21)Cl)C=2C=C(N)C=C(C2C(F)(F)F)C(F)(F)F)OC[C@]21CCCN1C[C@@H](C2)F